4-bromo-5,6,7,8-tetrahydroisoquinoline-8-amine BrC1=CN=CC=2C(CCCC12)N